NC1=C(C=C2C(=C(C(OC2=C1)=O)CC(=O)ON1C(CCC1=O)=O)C)S(=O)(=O)O 7-amino-3-{[(2,5-dioxopyrrolidin-1-yl)oxy]-2-oxoethyl}-4-methyl-2-oxo-2H-chromene-6-sulfonic acid